1-((4-(trifluoromethyl)benzyl)sulfonyl)piperidin-4-ol tert-Butyl-((1S,3S)-3-((5-(6-oxopyridazin-1(6H)-yl)pyridin-2-yl)amino)cyclopentyl)carbamate C(C)(C)(C)N(C(=O)OC1CCN(CC1)S(=O)(=O)CC1=CC=C(C=C1)C(F)(F)F)[C@@H]1C[C@H](CC1)NC1=NC=C(C=C1)N1N=CC=CC1=O